2-chloro-benzaldehyde ClC1=C(C=O)C=CC=C1